NC=1N=CC(=NC1OC=1C=NN(C1)C1CCN(CC1)C1CC1)C=1C=C(C=C(C1)C)S(=O)(=O)NC 3-(5-amino-6-((1-(1-cyclopropylpiperidin-4-yl)-1H-pyrazol-4-yl)oxy)pyrazin-2-yl)-N,5-dimethylbenzenesulfonamide